C(CCC)NCCCN N-Butyl-1,3-propandiamin